(S)-4'-(3-(1-((5-cyano-1-methyl-1H-imidazol-2-yl)methyl)pyrrolidin-3-yl)-2-oxo-2,3-dihydro-1H-imidazo[4,5-b]pyridin-1-yl)-2'-hydroxy-[1,1'-biphenyl]-4-carboxylic acid methyl ester COC(=O)C1=CC=C(C=C1)C1=C(C=C(C=C1)N1C(N(C2=NC=CC=C21)[C@@H]2CN(CC2)CC=2N(C(=CN2)C#N)C)=O)O